[Ni]=O.[Sm].[Ho] holmium samarium nickel oxide